(dimethylfluorenyl)(diphenylfluorenyl)(biphenylyl)(diphenylfluorenyl)(carbazolylphenyl)amine CC=1C(=C(C=2CC3=CC=CC=C3C2C1)C1=C(C(=C(C=C1)N(C1=C(C(=CC=2C3=CC=CC=C3CC12)C1=CC=CC=C1)C1=CC=CC=C1)C1=C(C=CC=C1)C1=CC=CC=C1)C1=CC=CC=2C3=CC=CC=C3NC12)C1=C(C(=CC=2C3=CC=CC=C3CC12)C1=CC=CC=C1)C1=CC=CC=C1)C